3-{[(3R)-4-methylmorpholin-3-yl]methoxy}-5-(5-methyl-1,3-thiazol-2-yl)-N-{(1R)-1-[6-(trifluoromethyl)pyridin-3-yl]ethyl}benzamide CN1[C@H](COCC1)COC=1C=C(C(=O)N[C@H](C)C=2C=NC(=CC2)C(F)(F)F)C=C(C1)C=1SC(=CN1)C